ClC1=C(C=CC(=C1)C(F)(F)F)N1C(SC2=C1C=CC(=C2)O)=O 3-(2-chloro-4-(trifluoromethyl)-phenyl)-6-hydroxybenzothiazol-2(3H)-one